C(C)C1=CN(C2=CC=C(C=C12)NS(=O)(=O)C1CCCCC1)CC1=CC=C(C=C1)C(F)(F)F N-(3-ethyl-1-(4-(trifluoromethyl)benzyl)-1H-indol-5-yl)cyclohexanesulfonamide